CN(C)C(C(=O)O)C N,N-dimethylamino-propionic acid